FC(C1=NN=C(S1)C1=NC(=NC2=CC=C(C=C12)S(=O)(=O)NC1(CC1)C)N1[C@@H](C[C@@H](CC1)O)C)F 4-(5-(difluoromethyl)-1,3,4-thiadiazol-2-yl)-2-((2R,4R)-4-hydroxy-2-methylpiperidin-1-yl)-N-(1-methylcyclopropyl)quinazoline-6-sulfonamide